7-hydroxy-1,3,4,5-tetrahydro-1-benzazepin-2-one OC=1C=CC2=C(CCCC(N2)=O)C1